C1(CCC1)C[C@@H]1N(COC1=O)C(=O)OCC1=CC=CC=C1 benzyl (S)-4-(cyclobutylmethyl)-5-oxooxazolidine-3-carboxylate